CC(=O)NC1=CC=C(C=C1)N p-aminoacetanilide